CC(=CCO)CC=CC(CCC=C(C)C)C 3,7,11-trimethyldodeca-2,5,10-trienol